C1(CC1)C(=O)NC1=NC=C(C(=O)NC([2H])([2H])[2H])C(=C1)NC1=C(C=2N(C=C1)N=CC2CC)OC 6-(Cyclopropanecarboxamido)-4-((3-ethyl-4-methoxypyrazolo[1,5-a]pyridin-5-yl)amino)-N-(methyl-d3)nicotinamide